(S)-3-amino-N,N-dimethylbutyramide N[C@H](CC(=O)N(C)C)C